CNC1=C(C=CC=C1)C(=C)C1=CC=C(C=C1)C N-methyl-2-(1-(p-tolyl)vinyl)aniline